(R)-5-methyl-4-(piperidin-4-yl)-5,8-dihydropyrido[2,3-d]pyrimidin-7(6H)-one C[C@@H]1CC(NC=2N=CN=C(C21)C2CCNCC2)=O